C(#N)C=1C(=CC(=NC1)NC(=O)N1CCCC2=CC(=C(N=C12)C=O)CN1C(CCC1)=O)NCCSC N-(5-cyano-4-((2-(methylthio)ethyl)amino)pyridin-2-yl)-7-formyl-6-((2-oxopyrrolidin-1-yl)methyl)-3,4-dihydro-1,8-naphthyridine-1(2H)-carboxamide